COC(=O)C1(C(C2=CC=C(C=C2CC1)Br)=O)SC([2H])(F)F 6-bromo-2-((difluoromethyl-d)thio)-1-oxo-1,2,3,4-tetrahydronaphthalene-2-carboxylic acid methyl ester